NC1=C(C(N(C2=CC(=CC=C12)C(F)(F)F)C1=C(C=CC=C1)Br)=O)C(=O)OC methyl 4-amino-1-(2-bromophenyl)-2-oxo-7-(trifluoro methyl)-1,2-dihydroquinoline-3-carboxylate